N-[(1S)-1-(4-bromophenyl)ethyl]-2,6-di-methyl-furo[2,3-d]pyrimidin-4-amine BrC1=CC=C(C=C1)[C@H](C)NC=1C2=C(N=C(N1)C)OC(=C2)C